ClC1=CC(=C(C=C1)C1=C(N(N=N1)C)CN1N=CC(=CC1=O)N1CC(C1)OC1=NC(=CN=C1)C(F)(F)F)F 2-[[5-(4-chloro-2-fluoro-phenyl)-3-methyl-triazol-4-yl]methyl]-5-[3-[6-(trifluoro-methyl)pyrazin-2-yl]oxyazetidin-1-yl]pyridazin-3-one